(3R,5R,8R,9S,10S,13S,14S,17S)-N-(5-cyanopyrazin-2-yl)-3-hydroxy-10,13-dimethyl-3-propylhexadecahydro-1H-cyclopenta[a]phenanthrene-17-carboxamide C(#N)C=1N=CC(=NC1)NC(=O)[C@H]1CC[C@H]2[C@@H]3CC[C@@H]4C[C@](CC[C@@]4([C@H]3CC[C@]12C)C)(CCC)O